(S)-(4-(1-(methoxy-d3)ethyl)phenyl-2,3,5,6-d4)methanol C(O[C@@H](C)C1=C(C(=C(C(=C1[2H])[2H])CO)[2H])[2H])([2H])([2H])[2H]